S(=O)(=O)([O-])[O-].[Na+].[Sc+3].S(=O)(=O)([O-])[O-] scandium sodium sulphate